C[C@@H]1CN(C[C@@H]2N1CCN(C2)C2=C1CCNCC1=CC=C2)C2=C1C=CC=NC1=C(C=C2)C#N 5-[cis-4-methyl-8-(1,2,3,4-tetrahydroisoquinolin-5-yl)-3,4,6,7,9,9a-hexahydro-1H-pyrazino[1,2-a]pyrazin-2-yl]quinoline-8-carbonitrile